3,4,5-tris(trideuteromethoxy)benzoylAmine [2H]C(OC=1C=C(C(=O)N)C=C(C1OC([2H])([2H])[2H])OC([2H])([2H])[2H])([2H])[2H]